P12(C=CC(CC1)C2)N 1-phosphanorborneneamine